tert-Butyl (2S,4S)-4-fluoro-2-formylpyrrolidine-1-carboxylate F[C@H]1C[C@H](N(C1)C(=O)OC(C)(C)C)C=O